(3S)-3-({1-cyclopentyl-5-[2-(trifluoromethyl)phenyl]-1H-pyrazol-3-yl}formamido)-5-{[1-(trifluoromethyl)cyclopentyl]amino}pentanoic acid trifluoroacetate FC(C(=O)O)(F)F.C1(CCCC1)N1N=C(C=C1C1=C(C=CC=C1)C(F)(F)F)C(=O)N[C@H](CC(=O)O)CCNC1(CCCC1)C(F)(F)F